OC1=C(C(=O)C2=CC=CC=C2)C=CC(=C1)OCC 2-hydroxy-4-ethoxy-benzophenone